CC1=C(C(=O)P2(C3=CC=CC=C3C=3C=CC=CC23)=O)C(=CC(=C1)C)C 9-(2,4,6-trimethylbenzoyl)-9-oxo-9-phosphafluorene